CC1=CC=C(C=C1)S(=O)(=O)OC1=CC(=C(C(=C1)OCC1=NC=CC=N1)C=O)OS(=O)(=O)C1=CC=C(C=C1)C 4-formyl-5-(pyrimidin-2-ylmethoxy)-1,3-phenylene bis(4-methylbenzenesulfonate)